COC1=CC=C(C=2OC3=CC=CC(=C3C(C2)=O)OC)C=C1 4',5-dimethoxyflavone